1-(2,3,5,6-tetrafluoropyridin-4-yl)pyrazole-4-carbaldehyde FC1=NC(=C(C(=C1F)N1N=CC(=C1)C=O)F)F